[3-(4-AMINOCINNOLIN-7-YL)-4-(2-PYRIDYL)PHENYL]BORONIC ACID FORMIC ACID SALT C(=O)O.NC1=CN=NC2=CC(=CC=C12)C=1C=C(C=CC1C1=NC=CC=C1)B(O)O